N-(6-amino-5-ethyl-3-pyridyl)-2-[(2R,5S)-5-methyl-2-[2-[(3R)-1-methylpyrrolidin-3-yl]-1,3-benzothiazol-5-yl]-1-piperidyl]-2-oxo-acetamide NC1=C(C=C(C=N1)NC(C(=O)N1[C@H](CC[C@@H](C1)C)C=1C=CC2=C(N=C(S2)[C@H]2CN(CC2)C)C1)=O)CC